bis(2-(2-methoxyethoxy) ethyl) phosphite P(OCCOCCOC)(OCCOCCOC)[O-]